2-((4-chlorobenzyl)amino)-4-hydroxypyrimidine ClC1=CC=C(CNC2=NC=CC(=N2)O)C=C1